8-isopropyl-2-methyl-3-[4-(trifluoromethyl)cyclohex-1-en-1-yl]Imidazo[1,2-b]Pyridazine-7-carboxylic acid ethyl ester C(C)OC(=O)C1=C(C=2N(N=C1)C(=C(N2)C)C2=CCC(CC2)C(F)(F)F)C(C)C